C(C1=CC=CC=C1)N1N=CC(=C1)C(C(C)NC(CCl)=O)O N-[2-(1-Benzylpyrazol-4-yl)-2-hydroxy-1-methyl-ethyl]2-chloro-acetamide